ethyl 3-oxo-2-(pyridin-4-yl)butanoate O=C(C(C(=O)OCC)C1=CC=NC=C1)C